camphorsulfonic acid, hydrochloride Cl.C12(C(=O)CC(CC1)C2(C)C)CS(=O)(=O)O